C(C)(C)(C)C1=C(C=C(C=C1)NC(=O)[C@H]1C=2C=CC(=NC2CCN1C(CC1=CC(=NO1)O)=O)OC)F (5R)-N-(4-tert-butyl-3-fluorophenyl)-6-((3-hydroxy-1,2-oxazol-5-yl)acetyl)-2-methoxy-5,6,7,8-tetrahydro-1,6-naphthyridine-5-carboxamide